tri-siloxane [SiH3]O[SiH2]O[SiH3]